C[Zr](C1(C=CC=C1)C[Si](C)(C)C)(C1(C=CC=C1)C[Si](C)(C)C)([SiH3])([SiH3])([SiH3])([SiH3])(C)(C)(C)(C)(C)(C)C Octamethyltetrasilyl-bis(trimethylsilylmethylcyclopentadienyl)zirconium